2-[4-[(E)-2-(1,3-benzoxazol-2-yl)vinyl]phenyl]-5-methyl-1,3-benzoxazole O1C(=NC2=C1C=CC=C2)/C=C/C2=CC=C(C=C2)C=2OC1=C(N2)C=C(C=C1)C